N-(4-(hydroxymethyl)-3-(pyridin-4-yl)-1H-pyrazol-5-yl)-3-(3,4,5-trifluorophenyl)propenamide OCC=1C(=NNC1NC(C=CC1=CC(=C(C(=C1)F)F)F)=O)C1=CC=NC=C1